1-(5-bromopyridin-2-yl)-1,1-difluoro-2-(2-fluorophenyl)-3-(1H-tetrazol-5-yl)propan-2-ol BrC=1C=CC(=NC1)C(C(CC1=NN=NN1)(O)C1=C(C=CC=C1)F)(F)F